C12CCCC2C[W]C1 7-tungstabicyclo[3.3.0]octane